NC1CC(CC(C1)(C)CNCCCCCCN)(C)C N'-[(5-amino-1,3,3-trimethyl-cyclohexyl)methyl]hexane-1,6-diamine